(S)-3-benzyl-3-azabicyclo[3.2.1]octan-8-one C(C1=CC=CC=C1)N1C[C@@H]2CCC(C1)C2=O